3,5-dichlorobenzoyl chloride ClC=1C=C(C(=O)Cl)C=C(C1)Cl